C(C(O)CO)OCC(O)CO di-glyceryl ether